1-[2-[(2-O-Acetyl-beta-D-glucopyranosyl)oxy]-4,6-dihydroxyphenyl]-3-(4-hydroxyphenyl)-1-propanone C(C)(=O)O[C@H]1[C@@H](O[C@@H]([C@H]([C@@H]1O)O)CO)OC1=C(C(=CC(=C1)O)O)C(CCC1=CC=C(C=C1)O)=O